2,3,6-trimethyl-p-benzoquinone CC=1C(C(=CC(C1C)=O)C)=O